[C@H]12N(C[C@H](NC1)C2)C2=C(C=C(C=C2)F)C=2C(=NC(=NC2)C2=C(C=CC=C2OC)F)C(=O)N (2-((1R,4R)-2,5-diazabicyclo[2.2.1]heptan-2-yl)-5-fluorophenyl)-2-(2-fluoro-6-methoxyphenyl)pyrimidine-4-carboxamide